COC=1C=CC(=NC1)CN1CCN(CC1)C1=CC=C(C=N1)C1=NC(=CC=2N1C(=CN2)C#N)C=2C=NN(C2)C 5-(6-(4-((5-methoxypyridin-2-yl)meth-yl)piperazin-1-yl)pyridin-3-yl)-7-(1-methyl-1H-pyrazol-4-yl)imidazo[1,2-c]pyrimidine-3-carbonitrile